C(C1=CC=CC=C1)(C1=CC=CC=C1)C1=CC(=CC=C1N)C(C)(C)C 6-benzhydryl-4-(tert-butyl)aniline